tert-butyl (3S)-3-[3-bromo-4-cyano-5-[(cyclopropylmethyl)amino]pyrazol-1-yl]pyrrolidine-1-carboxylate BrC1=NN(C(=C1C#N)NCC1CC1)[C@@H]1CN(CC1)C(=O)OC(C)(C)C